N1N=CC(=C1)C1N(CCC1)C=1C2=C(N=C(N1)OCC13CCCN3CCC1)C(=C(N=C2)C2=CC=CC1=CC=CC(=C21)Cl)F (2-(1H-pyrazol-4-yl)pyrrolidin-1-yl)-7-(8-chloronaphthalen-1-yl)-8-fluoro-2-((tetrahydro-1H-pyrrolizin-7a(5H)-yl)methoxy)pyrido[4,3-d]pyrimidine